(S)-8-(cyclopropylmethyl)-N-(1-(5-(7-methoxy-2-methylquinolin-6-yl)oxazol-2-yl)-7-oxononyl)-1-oxa-2,8-diazaspiro[4.5]dec-2-ene-3-carboxamide C1(CC1)CN1CCC2(CC(=NO2)C(=O)N[C@@H](CCCCCC(CC)=O)C=2OC(=CN2)C=2C=C3C=CC(=NC3=CC2OC)C)CC1